CC1=CC(=NC=C1)C1=NC=CC(=C1)C#CC1=CC=NC=C1 4'-methyl-4-(2-(4-pyridyl)ethynyl)-2,2'-bipyridine